(R)-N-(5-(5-ethyl-1,2,4-oxadiazol-3-yl)-2,3-dihydro-1H-inden-1-yl)-4-(trifluoromethyl)oxazole-5-carboxamide C(C)C1=NC(=NO1)C=1C=C2CC[C@H](C2=CC1)NC(=O)C1=C(N=CO1)C(F)(F)F